diazoserin [N+](=[N-])=N[C@@H](CO)C(=O)O